FC(C)(C)[C@@H]1C[C@@H](N(CC1)C(=O)N[C@@H](C)\C=C\S(=O)(=O)C)C1=CC=CC=C1 (2R,4S)-4-(2-fluoropropan-2-yl)-N-((S,E)-4-(methylsulfonyl)but-3-en-2-yl)-2-phenylpiperidine-1-carboxamide